Cl.CN1N=C(C=2C1=NC(=CC2)N[C@H]2[C@@H](CNCC2)C)C2C(NC(CC2)=O)=O 3-(1-methyl-6-(((3R,4R)-3-methylpiperidin-4-yl)amino)-1H-pyrazolo[3,4-b]pyridin-3-yl)piperidine-2,6-dione hydrochloride